C(C)(C)(C)C1=CC=C(C=C1)OC(C(=C)C)=O 4-tert-Butylphenylmethacrylat